(R)-1-(2-(2-fluorobenzoyl)hydrazinecarbonyl)-N-(pyridin-3-yl)pyrrolidine-2-carboxamide FC1=C(C(=O)NNC(=O)N2[C@H](CCC2)C(=O)NC=2C=NC=CC2)C=CC=C1